7-(((1-methylcyclopropyl)amino)methyl)-1H-pyrrolo[3,2-b]pyridine-5-carboxamide CC1(CC1)NCC1=C2C(=NC(=C1)C(=O)N)C=CN2